FC(OC=1C=C(C=CC1)C=1C=C2C(=CNC2=CC1)NC(=O)NC1=CC=C(C=C1)C(F)(F)F)(F)F 1-(5-(3-(trifluoromethoxy)phenyl)-1H-indol-3-yl)-3-(4-(trifluoromethyl)phenyl)urea